NOC[C@@H](CC1=C(C=C(C=C1)C)C)NC(=O)C1=C(N=NC2=CC=CC=C12)OC1=CC(=CC=C1)Cl |r| N-[(2RS)-1-(aminooxy)-3-(2,4-dimethylphenyl)propan-2-yl]3-(3-chlorophenoxy)cinnoline-4-carboxamide